N-(1-methyl-3-(((2S,3R)-2-methyloxetan-3-yl)oxy)-1H-pyrazol-4-yl)formamide CN1N=C(C(=C1)NC=O)O[C@H]1[C@@H](OC1)C